(R)-1-((3-(difluoromethyl)-5-(5,7-difluoroquinolin-4-yl)pyridin-2-yl)oxy)-2,4-dimethyl-pentan-2-amine FC(C=1C(=NC=C(C1)C1=CC=NC2=CC(=CC(=C12)F)F)OC[C@@](CC(C)C)(N)C)F